N-(3-((1S,3R)-3-aminocyclopentane-1-carboxamido)propyl)-4-((3-(1-(cyanomethyl)-3-(trifluoromethyl)-1H-pyrazol-4-yl)imidazo[1,2-a]pyrazin-8-yl)amino)-2-ethylbenzamide N[C@H]1C[C@H](CC1)C(=O)NCCCNC(C1=C(C=C(C=C1)NC=1C=2N(C=CN1)C(=CN2)C=2C(=NN(C2)CC#N)C(F)(F)F)CC)=O